C12CN(CC(N1)C2)C2=CC=C(C=N2)C=2C=1N(C(=C(C2)OCC(C)(C)O)F)N=CC1C#N 4-(6-(3,6-diazabicyclo[3.1.1]heptan-3-yl)pyridin-3-yl)-7-fluoro-6-(2-hydroxy-2-methylpropoxy)-pyrazolo[1,5-a]pyridine-3-carbonitrile